FC(S(=O)(=O)[O-])(F)F.C(C)[N+](CC)(CC)CC tetraethylammonium trifluoromethanesulfonate